(R)-1-(benzo[d][1,3]dioxol-5-yl)-2-(methylamino)propan-1-one O1COC2=C1C=CC(=C2)C([C@@H](C)NC)=O